N-(1-butyl-3-methyl-1H-pyrrolo[2,3-b]pyridin-5-yl)but-2-enamide C(CCC)N1C=C(C=2C1=NC=C(C2)NC(C=CC)=O)C